NC1=C(N=CC2=C(C(=CC=C12)F)C1=CN=CN1CC)C(=O)NCCC 4-amino-8-(1-ethyl-1H-imidazol-5-yl)-7-fluoro-N-propylisoquinoline-3-carboxamide